FC(C=1C=CC(=NC1)O[C@H]1CN(CC1)C1=C(C=C(C=C1)C1=CC=CC=C1)OCC(=O)OCC)(F)F (R)-ethyl 2-(4-(3-(5-(trifluoromethyl)pyridin-2-yloxy)pyrrolidin-1-yl)biphenyl-3-yloxy)acetate